C1(=CC=CC=C1)C=1N=C(NC1C1=CC=CC=C1)C1=C(C(=C(C=C1)OC)OC)OC 4,5-diphenyl-2-(2,3,4-trimethoxyphenyl)-1H-imidazole